2-(1-chlorocyclopropyl)oxirane ClC1(CC1)C1OC1